5-((tetrahydrofuran-3-yl)methyl)-1H-pyrazol-3-amine O1CC(CC1)CC1=CC(=NN1)N